BrC(CC1OCCO1)C 2-(2-bromopropyl)-1,3-dioxolane